tert-butyl {5-amino-6-{[2-(dimethylamino)ethyl](methyl)amino}-2-isopropyloxypyridin-3-yl}carbamate NC=1C=C(C(=NC1N(C)CCN(C)C)OC(C)C)NC(OC(C)(C)C)=O